N1=CC=C(C2=CC=CC=C12)COC1=C(C(=O)O)C=CC=C1 (quinolin-4-ylmethoxy)benzoic acid